(E)-N-((1,2,3,5,6,7-hexahydro-s-indacen-4-yl)carbamoyl)-3-(methyl(1-methylpiperidin-4-yl)amino)prop-1-ene-1-sulfonamide C1CCC2=C(C=3CCCC3C=C12)NC(=O)NS(=O)(=O)\C=C\CN(C1CCN(CC1)C)C